(1R,4s)-4-(8-(2-chloro-4,6-difluorophenylamino)-2-(((1S,2R)-2-hydroxycyclohexyl)methylamino)-9H-purin-9-yl)cyclohexanecarboxamide ClC1=C(C(=CC(=C1)F)F)NC=1N(C2=NC(=NC=C2N1)NC[C@H]1[C@@H](CCCC1)O)C1CCC(CC1)C(=O)N